CC1(CC=NC=C1)C1=CC=NC=C1 4-methyl-4,4'-bipyridine